C(\C=C\C)(=O)C1=CC=CC=C1 crotonoylbenzol